tert-butyl 2-(2-bromo-3-fluoropyridin-4-yl)-4-oxo-1,4,6,7-tetrahydro-5H-pyrrolo[3,2-c]pyridine-5-carboxylate BrC1=NC=CC(=C1F)C1=CC=2C(N(CCC2N1)C(=O)OC(C)(C)C)=O